1,2-dichloro-1-iodotrifluoroethane ClC(C(Cl)(F)F)(I)F